1-(6-(4,4-difluorobutyl)-3-(4-(2-methoxyethoxy)phenyl)pyrazin-2-yl)piperidine-4-carboxylic acid FC(CCCC1=CN=C(C(=N1)N1CCC(CC1)C(=O)O)C1=CC=C(C=C1)OCCOC)F